N(=[N+]=[N-])CCOCCOCCOCC(COCCOCCOCCN=[N+]=[N-])(C)COCCOCC1=CC=C(C=C1)OC 1,21-diazido-11-((2-((4-methoxybenzyl)oxy)ethoxy)methyl)-11-methyl-3,6,9,13,16,19-hexaoxahenicosane